C(C(C)C)(=O)OC(CCCC(C)(C)C)OC(C(C)C)=O trimethylpentanediol bisisobutyrate